CO[C@H]1C[C@H](C1)CN[C@H]1[C@@H](CCCC1)OC=1C=C2CN(C(C2=CC1)=O)C1C(NC(CC1)=O)=O 3-(5-(((1R,2R)-2-(((cis-3-methoxycyclobutyl)methyl)amino)cyclohexyl)oxy)-1-oxoisoindolin-2-yl)piperidine-2,6-dione